2-((4-chloro-2-fluorobenzyl)oxy)-6-fluoropyridine ClC1=CC(=C(COC2=NC(=CC=C2)F)C=C1)F